(2R,3S,4S)-4-hydroxy-2-[(4-methoxyphenyl)methyl]pyrrolidin-3-yl 2-(3,3-difluorocyclobutyl)acetate FC1(CC(C1)CC(=O)O[C@H]1[C@H](NC[C@@H]1O)CC1=CC=C(C=C1)OC)F